COC1=C(C=C2C(=NC=NC2=C1)C=1C(=NN(C1)C)C1=CC=CC=C1)OC(=O)N1[C@H]([C@H](N(CC1)C(=O)OC(C)(C)C)C)C (2R,3S)-2,3-dimethylpiperazine-1,4-dicarboxylic acid 1-(tert-butyl) ester 4-(7-methoxy-4-(1-methyl-3-phenyl-1H-pyrazol-4-yl) quinazolin-6-yl) ester